C(CCCCCCCCCCC)(=O)N1[C@@H](CCC1)C(=O)O N-lauroyl-proline